(S)-3-(7'-oxo-1',2',7',9'-tetrahydro-8'H-spiro[azetidine-3,3'-[1,4]oxazino[3,2-e]isoindol]-8'-yl)piperidine-2,6-dione O=C1N(CC2=C3C(=CC=C12)OC1(CN3)CNC1)[C@@H]1C(NC(CC1)=O)=O